BrC1=CC=C(C(=C1C(=O)OC)F)C methyl 6-bromo-2-fluoro-3-methylbenzoate